octadecyl-N-hexadecyl-tolylammonium [tetrakis(perfluorophenyl)borate] FC1=C(C(=C(C(=C1F)F)F)F)[B-](C1=C(C(=C(C(=C1F)F)F)F)F)(C1=C(C(=C(C(=C1F)F)F)F)F)C1=C(C(=C(C(=C1F)F)F)F)F.C(CCCCCCCCCCCCCCCCC)[NH+](CCCCCCCCCCCCCCCC)C1=C(C=CC=C1)C